CC(C(=O)N1N=CC2=CC3=C(C=C12)C(=C(N3C3=CC=C(C=C3)F)C(F)(F)F)C3=CC=C(C(=O)OC)C=C3)(C)C methyl 4-[1-(2,2-dimethylpropanoyl)-5-(4-fluorophenyl)-6-(trifluoromethyl)pyrrolo[2,3-f]indazol-7-yl]benzoate